ClC1=C(C=CC(=C1OC=1C(=C2C(N(C=NC2=CC1)C)=O)Cl)F)NC(OC(C)(C)C)=O tert-butyl (2-chloro-3-((5-chloro-3-methyl-4-oxo-3,4-dihydroquinazolin-6-yl)oxy)-4-fluorophenyl)carbamate